2-chloro-3,4-dimethoxyiodobenzene ClC1=C(C=CC(=C1OC)OC)I